C(C)(C)(C)OC(=O)N1CC=2N=C(N=C(C2CC1)OC)OC[C@H]1N(CCC1)C (S)-4-methoxy-2-((1-methylpyrrolidin-2-yl)methoxy)-5,6-dihydropyrido[3,4-d]pyrimidine-7(8H)-carboxylic acid tert-butyl ester